C1(CC1)C1=C(C=CC=C1C=O)C1=CC(=C(C#N)C=C1)F 4-(2-cyclopropyl-3-formyl-phenyl)-2-fluoro-benzonitrile